NC1=NC(=CC(=N1)C=1C(=C(C#N)C=CC1)OCC)C=1N=NN(C1)CC1=NC(=CC=C1)C(C)C 3-(2-amino-6-{1-[(6-isopropyl-2-pyridinyl)methyl]-1H-1,2,3-triazol-4-yl}-4-pyrimidinyl)-2-ethoxybenzonitrile